N12CCC(CC1)(CC2)C(=O)O 1-azabicyclo[2.2.2]octane-4-carboxylic acid